The molecule is a steroid saponin isolated from Ornithogalum saundersiae and Galtonia candicans and has been shown to exhibit cytotoxic activity. It has a role as a metabolite and an antineoplastic agent. It is a beta-D-glucoside, a 17-hydroxy steroid, an acetate ester and a cinnamate ester. It derives from a trans-cinnamic acid. C[C@@H](C(=O)CCC(C)C)[C@]1([C@H](C[C@@H]2[C@@]1(CC[C@H]3[C@H]2CC=C4[C@@]3(CC[C@@H](C4)O[C@H]5[C@@H]([C@H]([C@@H]([C@H](O5)CO)O)O)O)C)C)O[C@H]6[C@@H]([C@H]([C@H](CO6)O)O[C@H]7[C@@H]([C@H]([C@@H](CO7)O)O)OC(=O)/C=C/C8=CC=CC=C8)OC(=O)C)O